C[C@@H]1NC(C=2N(C1)N=C(C2)C(F)(F)F)=S (S)-6-methyl-2-(trifluoromethyl)-6,7-dihydropyrazolo[1,5-a]pyrazin-4(5H)-thione